BrC=1C=CC=C2C=C(COC12)C(=O)N[C@H]1CCOC2=CC=CC=C12 8-bromo-N-[(4S)-3,4-dihydro-2H-chromen-4-yl]-2H-chromen-3-carboxamide